ClC1=CC=C(C=C1)[C@@]1(N(C(C2=CC(=CC=C12)C(C(=O)O)(C)O)=O)CC1=NC=C(C=C1)Cl)OC 2-[(1R)-1-(4-chlorophenyl)-2-[(5-chloropyridin-2-yl)methyl]-1-methoxy-3-oxo-2,3-dihydro-1H-isoindol-5-yl]-2-hydroxypropionic acid